N=1OCCC1 [2,1]-oxazoline